diphenyl mono-2-ethylhexyl phosphite P(OC1=CC=CC=C1)(OC1=CC=CC=C1)OCC(CCCC)CC